1-methyl-4-(6-(7-methyl-[1,2,4]triazolo[4,3-b]pyridazin-6-yl)-5,6,7,8-tetrahydro-1,6-naphthyridin-3-yl)piperazin-2-one CN1C(CN(CC1)C=1C=NC=2CCN(CC2C1)C=1C(=CC=2N(N1)C=NN2)C)=O